tert-Butyl (3R)-3-{[5-(propan-2-yloxy)-1-trityl-1H-indazol-3-yl]carbamoyl}piperidine-1-carboxylate CC(C)OC=1C=C2C(=NN(C2=CC1)C(C1=CC=CC=C1)(C1=CC=CC=C1)C1=CC=CC=C1)NC(=O)[C@H]1CN(CCC1)C(=O)OC(C)(C)C